((2S,3R,4R)-2,3-dimethyl-4-((6-methylpyridin-2-yl)amino)-6-(morpholine-4-carbonyl)-3,4-dihydroquinolin-1(2H)-yl)ethanone C[C@@H]1N(C2=CC=C(C=C2[C@@H]([C@H]1C)NC1=NC(=CC=C1)C)C(=O)N1CCOCC1)C(C)=O